N-((1r,4r)-4-((8-cyanoquinolin-5-yl)oxy)cyclohexyl)-6-(4-formylpiperidin-1-yl)nicotinamide C(#N)C=1C=CC(=C2C=CC=NC12)OC1CCC(CC1)NC(C1=CN=C(C=C1)N1CCC(CC1)C=O)=O